O=C1NC2=C(N1CCCC(=O)O)C=CC=C2 4-(2-oxo-2,3-dihydro-1H-benzo[d]imidazol-1-yl)butanoic acid